COC(=O)C12CC(C(CC1)(CC2)C(=O)O)=O 4-(methoxycarbonyl)-2-oxobicyclo[2.2.2]octane-1-carboxylic acid